(E)-4-methyl-3-((pyridin-3-ylimino)methyl)-N-(3-(trifluoromethyl)phenyl)benzamide CC1=C(C=C(C(=O)NC2=CC(=CC=C2)C(F)(F)F)C=C1)/C=N/C=1C=NC=CC1